methyl 2-((4-(6-((4-cyano-2-fluorobenzyl)oxy)pyridin-2-yl)piperidin-1-yl)methyl)-4-hydroxy-1-(thiazol-5-ylmethyl)-1H-benzo[d]imidazole-6-carboxylate C(#N)C1=CC(=C(COC2=CC=CC(=N2)C2CCN(CC2)CC2=NC3=C(N2CC2=CN=CS2)C=C(C=C3O)C(=O)OC)C=C1)F